CC1=NC(=NO1)C1=CC=C2C=CN=C(C2=C1)NCCC(=O)N 3-[[7-(5-methyl-1,2,4-oxadiazol-3-yl)-1-isoquinolinyl]amino]propanamide